C(C)NS(=O)(=O)C1=CC(=C(C=C1)NC1=NC=CC(=C1)C(F)(F)F)C=1N=CN(C1)C N-ethyl-3-(1-methylimidazol-4-yl)-4-[[4-(trifluoromethyl)-2-pyridinyl]amino]benzenesulfonamide